C1(CCCCC1)NC(=O)N1CCN(CC1)C\C=C(/C)\C1=CC2=CC=CC=C2C=C1 (E)-N-cyclohexyl-4-(3-(naphthalen-2-yl)but-2-en-1-yl)piperazine-1-carboxamide